FC(C=1C=NC=C(C(=O)C=2C(=NC=CC2)N2CCN(CC2)C(C=C)=O)C1)(F)F 1-(4-(3-(5-(trifluoromethyl)nicotinoyl)pyridin-2-yl)piperazin-1-yl)prop-2-en-1-one